CN1C=C(C2=CC=CC=C12)C=O 1-methyl-3-formyl-indole